[Cu].C(CCCCCCCC)C1=C(C=CC=C1)O nonylphenol copper